6-isopropyl-5-phenylpyridazin-3(2H)-one C(C)(C)C=1C(=CC(NN1)=O)C1=CC=CC=C1